C(C1=CC=CC=C1)(C1=CC=CC=C1)N1CCN(CC1)C1=C(C(N(C2=CC=CN=C12)CCCC)=O)[N+](=O)[O-] 4-(4-benzhydrylpiperazin-1-yl)-1-butyl-3-nitro-1,5-naphthyridin-2(1H)-one